NC1=C(C=C(C(=N1)F)C1=CC=C2CCN(CC2=C1)C(=O)OC(C)(C)C)C=1C=C2CCNC(C2=CC1)=O tert-butyl 7-(6-amino-2-fluoro-5-(1-oxo-1,2,3,4-tetrahydroisoquinolin-6-yl)pyridin-3-yl)-3,4-dihydroisoquinoline-2(1H)-carboxylate